OC[C@@H]1N([C@H](C1)CO)C(=O)OC(C)(C)C |o1:2,4| tert-butyl rel-(2R,4R)-2,4-bis(hydroxymethyl)azetidine-1-carboxylate